boric acid ammonium [NH4+].B(O)(O)O